C(CCCCC)OC1=C(C=CC=C1)C1=NC(=CC(=C1)C1=CC=C(C=C1)N(C)C)C1=C(C=CC=C1)OCCCCCC 4-[2,6-bis(2-hexyloxyphenyl)-4-pyridinyl]-N,N-dimethylbenzeneamine